ClC=1C(N(C(=CC1OCC1=NC=C(C=C1F)F)C)C1=CC(=NC=C1C)C1=NC(=NC=C1)N1C[C@H](CC1)O)=O (S)-3-chloro-4-((3,5-difluoropyridin-2-yl)methoxy)-2'-(2-(3-hydroxypyrrolidin-1-yl)pyrimidin-4-yl)-5',6-dimethyl-2H-[1,4'-bipyridine]-2-one